montanyl vaccenate C(CCCCCCCCC\C=C\CCCCCC)(=O)OCCCCCCCCCCCCCCCCCCCCCCCCCCCC